tert-butyl 3-methyl-3-(4-nitro-1,3-dioxoisoindolin-2-yl)azetidine-1-carboxylate CC1(CN(C1)C(=O)OC(C)(C)C)N1C(C2=CC=CC(=C2C1=O)[N+](=O)[O-])=O